F[P-](F)(F)(F)(F)F.OCCCN1CN(C=C1)CCCCCC 1-(3'-hydroxypropyl)-3-hexyl-imidazole hexafluorophosphate